tri(tetramethylhydroxypiperidine) citrate C(CC(O)(C(=O)O)CC(=O)O)(=O)O.CC1(C(N(CCC1)O)(C)C)C.CC1(C(N(CCC1)O)(C)C)C.CC1(C(N(CCC1)O)(C)C)C